1-azabicyclo[2.2.2]oct-3-yl [2-(5-cyclopropyl-2-fluorophenyl)propan-2-yl]carbamate C1(CC1)C=1C=CC(=C(C1)C(C)(C)NC(OC1CN2CCC1CC2)=O)F